[I-].CN(C1=CC=C(C=CC2N(C=CC=C2)C)C=C1)C 2-[4-(dimethylamino)styryl]-1-methylpyridine iodide